C1(=CC=CC=C1)NC[Si](OC)(OC)OC N-phenylaminomethyl-trimethoxysilane